(4-(5-((1-(3-aminopropanoyl)-2,2,6,6-tetramethylpiperidin-4-yl)(methyl)amino)pyrazin-2-yl)-3-hydroxyphenyl)pyrimidin-2(1H)-one NCCC(=O)N1C(CC(CC1(C)C)N(C=1N=CC(=NC1)C1=C(C=C(C=C1)N1C(N=CC=C1)=O)O)C)(C)C